(3R)-3-(methylsulfonylmethyl)piperidine-1-carboxylic acid tert-butyl ester C(C)(C)(C)OC(=O)N1C[C@@H](CCC1)CS(=O)(=O)C